5-bromo-6-methyl-2,3-dihydrobenzo-furan-4-amine BrC1=C(C=C2C(CCO2)=C1N)C